(3-FORMYL-5-METHOXY-1H-INDOL-1-YL)ACETIC ACID C(=O)C1=CN(C2=CC=C(C=C12)OC)CC(=O)O